methyl (14S,17S)-1-azido-14-benzyl-13,16-dioxo-17-((S)-6-((E)-3-(pyridin-3-yl)acrylamido)-2-(2-(4-(3-(o-tolyl)ureido)phenyl)acetamido)hexanamido)-3,6,9-trioxa-12,15-diazaicosan-20-oate N(=[N+]=[N-])CCOCCOCCOCCNC([C@@H](NC([C@H](CCC(=O)OC)NC([C@H](CCCCNC(\C=C\C=1C=NC=CC1)=O)NC(CC1=CC=C(C=C1)NC(=O)NC1=C(C=CC=C1)C)=O)=O)=O)CC1=CC=CC=C1)=O